N-(6-chloropyridin-3-yl)-6-(difluoromethoxy)isoquinolin-1-amine ClC1=CC=C(C=N1)NC1=NC=CC2=CC(=CC=C12)OC(F)F